FC=1C=C(C=CC1F)NC1=NC=NC2=CC=C(C=C12)C1=CNC2=NC=CC=C21 N-(3,4-difluorophenyl)-6-(1H-pyrrolo[2,3-b]pyridin-3-yl)quinazolin-4-amine